3-(6-(dimethylamino)hexyl)-1,1-dimethyl-2-((E)-2-((E)-3-((E)-2-(1,1,3-trimethyl-1,3-dihydro-2H-benzo[e]indol-2-ylidene)ethylidene)cyclohex-1-en-1-yl)vinyl)-1H-benzo[e]indol-3-ium CN(CCCCCC[N+]1=C(C(C=2C3=C(C=CC12)C=CC=C3)(C)C)\C=C\C3=C/C(/CCC3)=C/C=C\3/N(C=1C=CC2=C(C1C3(C)C)C=CC=C2)C)C